(7S)-7-amino-5-azaspiro[2.4]heptane-5-carboxylic acid tert-butyl ester C(C)(C)(C)OC(=O)N1CC2(CC2)[C@@H](C1)N